C(C1=CC=CC=C1)N1C[C@H](NCCC1)CCO (R)-2-(4-benzyl-1,4-diazepan-2-yl)ethanol